C(C)(C)(C)OC(=O)NC1=NC=C(C2=C1COC2)NC(C(=O)O)=O 2-((4-((tert-Butyloxycarbonyl)amino)-1,3-dihydrofuro[3,4-c]pyridin-7-yl)amino)-2-oxoacetic acid